NC1=NC=CC=C1C1=NC=2C(=NC(=CC2)C2=CC=C(C=C2)Cl)N1C1=CC=C(C=C1)CO (4-(2-(2-Aminopyridin-3-yl)-5-(4-chlorophenyl)-3H-imidazo[4,5-b]pyridin-3-yl)phenyl)methanol